1-(3-(1-acetylpiperidin-4-yl)propyl)-N-(4-(2-isopropoxypropan-2-yl)thiazol-2-yl)-1H-pyrrole-2-carboxamide C(C)(=O)N1CCC(CC1)CCCN1C(=CC=C1)C(=O)NC=1SC=C(N1)C(C)(C)OC(C)C